CN(C1=CC=C(C=N1)C1=CC(=C(C=C1)C(N(C(=O)C1CCC(CC1)S(=O)(=O)C)C1=NC=CC(=C1)C1=CC(=NC=C1)OC)([2H])[2H])F)C N-((4-(6-(Dimethylamino)pyridin-3-yl)-2-fluorophenyl)dideuteromethyl)-N-(2'-methoxy-[4,4'-bipyridin]-2-yl)-4-(methylsulfonyl)cyclohexanecarboxamide